6-[1-(2-Chloro-6-fluoro-phenyl)-piperidin-4-yl]-7-methyl-2-(tetrahydro-pyran-2-yl)-4-(2-trifluoromethyl-benzyl)-2,4,6,7-tetrahydro-pyrazolo[4,3-d]pyrimidin-5-one ClC1=C(C(=CC=C1)F)N1CCC(CC1)N1C(N(C=2C(C1C)=NN(C2)C2OCCCC2)CC2=C(C=CC=C2)C(F)(F)F)=O